N-(2-chloro-4-(trifluoromethyl)phenyl)-1-(4-((1-(2-(2,6-dioxopiperidin-3-yl)-1-oxo-1,2-dihydrophthalazin-6-yl)azetidin-3-yl)ethynyl)-1H-pyrazol-1-yl)cyclobutane-1-carboxamide ClC1=C(C=CC(=C1)C(F)(F)F)NC(=O)C1(CCC1)N1N=CC(=C1)C#CC1CN(C1)C=1C=C2C=NN(C(C2=CC1)=O)C1C(NC(CC1)=O)=O